methyl (7-(butylamino)-1-((6-chloro-4-methoxypyridin-3-yl)methyl)-1H-pyrazolo[4,3-d]pyrimidin-5-yl)carbamate C(CCC)NC=1C2=C(N=C(N1)NC(OC)=O)C=NN2CC=2C=NC(=CC2OC)Cl